bis-(4-amino-3,5-dimethylcyclohexyl)-methane NC1C(CC(CC1C)CC1CC(C(C(C1)C)N)C)C